2-Methyl-6-(2'-(Methylsulfonyl)-[1,1'-Biphenyl]-4-yl)-1H-benzo[d]Imidazol CC1=NC2=C(N1)C=C(C=C2)C2=CC=C(C=C2)C2=C(C=CC=C2)S(=O)(=O)C